C(C)(=O)N1CCN(CC1)C=1N=C(C=2C(N1)=C(N(N2)C(C)CC)C#N)N[C@H](C)C=2C=NC1=CC=CC=C1C2 5-(4-Acetyl-piperazin-1-yl)-2-sec-butyl-7-((R)-1-chinolin-3-yl-ethylamino)-2H-pyrazolo[4,3-d]pyrimidin-3-carbonitril